NC1=NC(=C(C2=C1C(N1[C@@H](CO2)CN(CC1)C(=O)[O-])=O)Cl)Cl (R)-1-Amino-3,4-dichloro-12-oxo-6a,7,9,10-tetrahydro-12H-pyrazino[2,1-c]pyrido[3,4-f][1,4]oxazepine-8(6H)-carboxylate